BrC=1C(=C(SC1)N)N1NN=CC1 4-Bromo-3-(4H-1,2,3-triazol-3-yl)thiophen-2-amine